C(C)(C)(C)OC(=O)NCCN1CC2=CC(=CC=C2CC1)C(=O)OCC ethyl 2-(2-((tert-butoxycarbonyl)amino)ethyl)-1,2,3,4-tetrahydroisoquinoline-7-carboxylate